CN1N=CC=2C1=NC(=CC2)N 1-methyl-1H-pyrazolo[3,4-b]pyridin-6-amine